BrC1=CC=C(C=N1)C(C(F)(F)F)(O)C1CC1 1-(6-bromopyridin-3-yl)-1-cyclopropyl-2,2,2-trifluoroethanol